NC=1C2=C(N=C(N1)CO[Si](C)(C)C(C)(C)C)N(C(C2(C)C)=O)C=2C=NC(=C(C2)F)N2C[C@H](O[C@H](C2)C)C 4-amino-2-(((tert-butyldimethylsilyl)oxy)methyl)-7-(6-((2R,6S)-2,6-dimethylmorpholino)-5-fluoropyridin-3-yl)-5,5-dimethyl-5,7-dihydro-6H-pyrrolo[2,3-d]pyrimidin-6-one